[Sm].COCCO 2-methoxyethanol samarium